COC(=O)C=1C(OC2=C(C1)C=CC=C2COC)C(F)(F)F 8-methoxymethyl-2-trifluoromethyl-2H-benzopyran-3-carboxylic acid methyl ester